N-stearoylalanine C(CCCCCCCCCCCCCCCCC)(=O)N[C@@H](C)C(=O)O